FC=1C=C(C=C(C1)F)C1=CC(=CC=C1)C[C@@H]1N(CC[C@@H]1NS(=O)(=O)C)C(=O)N(C)OC (2S,3S)-2-((3',5'-difluorobiphenyl-3-yl)methyl)-N-methoxy-N-methyl-3-((methylsulfonyl)amino)pyrrolidine-1-carboxamide